C1(CCC1)C=1N=C(C2=C(N1)OC(=C2C(=O)N)C)NC2(CC2)C cyclobutyl-6-methyl-4-[(1-methylcyclopropyl)amino]furo[2,3-d]pyrimidine-5-carboxamide